C(C)(C)(C)OC(=O)N1CCC(CC1)N(S(=O)(=O)C1=C(C=C(C=C1)[N+](=O)[O-])[N+](=O)[O-])CCCC1CCCCC1 N-[1-(tert-butoxycarbonyl)-4-piperidyl]-N-(3-cyclohexylpropyl)-2,4-dinitrobenzenesulfonamide